ClC1=C(C=CC2=C1C(=N[C@H](C=1N2N=C(N1)C(=O)N1CC(C1)OCC)C)C1=NC=CC=C1F)C(F)(F)F [(4S)-7-chloro-6-(3-fluoro-2-pyridyl)-4-methyl-8-(trifluoromethyl)-4H-[1,2,4]triazolo[1,5-a][1,4]benzodiazepin-2-yl]-(3-ethoxyazetidin-1-yl)methanone